1-(2-ethyl-4-fluoro-phenyl)-3-(6-methoxy-2-methylpyridin-3-yl)-6-(trifluoromethyl)-2,3-dihydropyrido[3,4-d]pyrimidin-4(1H)-one C(C)C1=C(C=CC(=C1)F)N1CN(C(C2=C1C=NC(=C2)C(F)(F)F)=O)C=2C(=NC(=CC2)OC)C